(4-(benzyloxy)phenoxy)azetidine C(C1=CC=CC=C1)OC1=CC=C(ON2CCC2)C=C1